FC1(COC1)OS(=O)(=O)C1=CC=C(C=C1)C 4-methylbenzenesulfonic acid [(3-fluorooxetan-3-yl)] ester